((S)-4-(4-amino-6-(6-ethynyl-2-fluoro-4-methylpyridin-3-yl)-7-methyl-7H-pyrrolo[2,3-d]pyrimidin-5-yl)cyclohex-3-en-1-yl)((R)-2-methylpyrrolidin-1-yl)methanone NC=1C2=C(N=CN1)N(C(=C2C2=CC[C@H](CC2)C(=O)N2[C@@H](CCC2)C)C=2C(=NC(=CC2C)C#C)F)C